[Si](C)(C)(C(C)(C)C)OC[C@H]1C[C@H]([C@H]2[C@@H]1OC(O2)(C)C)N2C=CC1=C2N=CN=C1Cl 7-((3aS,4R,6R,6aR)-6-(((tert-butyldimethylsilyl)oxy)methyl)-2,2-dimethyltetrahydro-4H-cyclopenta[d][1,3]dioxol-4-yl)-4-chloro-7H-pyrrolo[2,3-d]pyrimidine